3,3-di(4-methoxyphenyl)-6,11,13-trimethyl-13-hydroxy-3H,13H-indeno[2',3':3,4]naphtho[1,2-b]pyran COC1=CC=C(C=C1)C1(C=CC2=C(O1)C=1C=C(C=CC1C1=C2C(C2=CC(=CC=C21)C)(O)C)C)C2=CC=C(C=C2)OC